Cl.OCC(N)(CO)CO (tris-hydroxymethyl-aminomethane) hydrochloride